ethyl(methyl)(((6-(5-(trifluoromethyl)-1,2,4-oxadiazol-3-yl)imidazo[1,2-a]pyridin-2-yl)methyl)imino)-sulfanone C(C)S(=O)(=NCC=1N=C2N(C=C(C=C2)C2=NOC(=N2)C(F)(F)F)C1)C